(2-pyridin-4-yl-ethyl)-amine N1=CC=C(C=C1)CCN